CN1N=CC2=CC=CC(=C12)NS(=O)(=O)C=1C=NC(=CC1)C=1NC=CC1 N-(1-METHYL-1H-INDAZOL-7-YL)-6-(1H-PYRROL-2-YL)PYRIDINE-3-SULFONAMIDE